ClC1=CN=C(C=C1C(=O)OC)NC(CCCCl)=O methyl 5-chloro-2-(4-chlorobutanamido)isonicotinate